FC1=C(C=CC(=C1)F)N1N=C(C(C1(C(=O)NCCOC)C)C=1SC=CC1)C1=CC=C(C=C1)F 1-(2,4-difluorophenyl)-3-(4-fluorophenyl)-N-(2-methoxyethyl)-5-methyl-4-(thiophen-2-yl)-4,5-dihydro-1H-pyrazole-5-carboxamide